5-{[2-(2-methylprop-2-yl)-5-[(1S,3R)-3-{[(2-methylprop-2-yl)diphenylsilyl]oxy}cyclopentyl]pyrazol-3-yl]amino}-1λ6-benzothiophene-1,1-dione CC(C)(C)N1N=C(C=C1NC=1C=CC2=C(C=CS2(=O)=O)C1)[C@@H]1C[C@@H](CC1)O[Si](C1=CC=CC=C1)(C1=CC=CC=C1)C(C)(C)C